5-bromo-3-fluoro-2-pyridinone BrC=1C=C(C(NC1)=O)F